5-bromo-3-((2-((cyclopropylmethyl)amino)pyridin-4-yl)methoxy)pyrazin-2-amine BrC=1N=C(C(=NC1)N)OCC1=CC(=NC=C1)NCC1CC1